1-cyclopropyl-3-phenyl-1,3-propanedione C1(CC1)C(CC(=O)C1=CC=CC=C1)=O